BrC=1C=C(C(O[C@H](C(=O)O)C)=C(C1)[2H])[2H] (2S)-2-[4-bromo(2,6-2H2)phenoxy]propanoic acid